C(C)C1(NC(N(C(C1)=O)CC1=CC(=CC(=C1)C(NC1C(C(OC2=CC=C(C=C12)F)(C)C)O)=O)F)=[NH2+])CC [4,4-diethyl-1-[[3-fluoro-5-[(6-fluoro-3-hydroxy-2,2-dimethyl-chroman-4-yl)carbamoyl]phenyl]methyl]-6-oxo-hexahydropyrimidin-2-ylidene]ammonium